C(#N)C1=CC(=C(C=C1)C1C(=C(NC2=C(C=NC(=C12)OC1COC1)C)C)C(=O)O)OC 4-(4-cyano-2-methoxyphenyl)-2,8-dimethyl-5-(oxetan-3-yloxy)-1,4-dihydro-1,6-naphthyridine-3-carboxylic acid